[2-(2-{5'-fluoro-1',5-dimethyl-[4,6'-biindazol]-1-yl}acetamido)acetamido]acetic acid FC=1C=C2C=NN(C2=CC1C=1C=2C=NN(C2C=CC1C)CC(=O)NCC(=O)NCC(=O)O)C